C(#N)C1=CC=C(S1)C1=CC=C(C=C1)CN(C1=NC=CC(=N1)C#N)CC(C)(C)C 2-({[4-(5-cyanothiophen-2-yl)phenyl]methyl}(2,2-dimethylpropyl)amino)pyrimidine-4-carbonitrile